anisoyl-diphenyl-sulfonium hexafluoroantimonate F[Sb-](F)(F)(F)(F)F.C(C1=CC=C(C=C1)OC)(=O)[S+](C1=CC=CC=C1)C1=CC=CC=C1